erbium chloride, sodium salt [Na+].[Cl-].[Er+3].[Cl-].[Cl-].[Cl-]